C1(=CC=CC=C1)C1CC=NN1C=1C2=C(N=C(N1)NC=1C=NN(C1)C1CCNCC1)C=CS2 4-(5-phenyl-4,5-dihydro-1H-pyrazol-1-yl)-N-(1-(piperidin-4-yl)-1H-pyrazol-4-yl)thieno[3,2-d]pyrimidin-2-amine